C1=CC=C(C=C1)C[C@@H]2C(OC(=O)N2)(C3=CC=CC=C3)C4=CC=CC=C4 (R)-(+)-5,5-diphenyl-4-benzyl-2-oxazolidinone